NC1=CC=C(C=N1)OC1=CC=C(C=C1)NC(=O)NC1=CC(=CC=C1)OC 1-(4-((6-aminopyridin-3-yl)oxy)phenyl)-3-(3-methoxyphenyl)urea